NC1=NC=CC2=C1C(=NN2C(C)C)C=2NC1=CC(=CC=C1C2)C(=O)NC 2-(4-amino-1-isopropyl-1H-pyrazolo[4,3-c]pyridin-3-yl)-N-methyl-1H-indole-6-carboxamide